ClC=1C=CC=C2C(=CNC12)CCN1CCC(CC1)(COC)N(C(=O)C=1OC=CC1)C1=CC=CC=C1 N-(1-(2-(7-chloro-1H-indol-3-yl)ethyl)-4-(methoxymethyl)piperidin-4-yl)-N-phenylfuran-2-carboxamide